C(C=C)(=O)N1CC(CC1)N1N=C(C2=CC=CC(=C12)C(=O)N)C1=CC=C(C=C1)C(F)(F)F 1-(1-acryloylpyrrolidin-3-yl)-3-(4-(trifluoromethyl)phenyl)-1H-indazole-7-carboxamide